methyl 3-(9-((4-(aminomethyl)phenyl)carbamoyl)-4,5-dihydrobenzo[b]thieno[2,3-d]oxepin-8-yl)-6-((trans-4-hydroxycyclohexyl)carbamoyl)picolinate NCC1=CC=C(C=C1)NC(=O)C1=CC2=C(OCCC3=C2SC=C3)C=C1C=1C(=NC(=CC1)C(N[C@@H]1CC[C@H](CC1)O)=O)C(=O)OC